C(C)(C)(C)C=1C=CC=2N(C3=CC=CC=C3C2C1)C1=C(C(=C(C(=C1C1=NC(=NC(=N1)C1=CC=CC=C1)C1=CC=CC=C1)N1C2=CC=CC=C2C=2C=C(C=CC12)C(C)(C)C)N1C2=CC=CC=C2C=2C=C(C=CC12)C(C)(C)C)C1=CC=C(C=C1)N1C2=CC=C(C=C2C=2C=C(C=CC12)C(C)(C)C)C(C)(C)C)C#N 3,5,6-tris(3-(tert-butyl)-9H-carbazol-9-yl)-4'-(3,6-di-tert-butyl-9H-carbazol-9-yl)-4-(4,6-diphenyl-1,3,5-triazin-2-yl)-[1,1'-biphenyl]-2-carbonitrile